C(C)(C)(C)OC(CCCC(=O)N)=O 5-amino-5-oxo-pentanoic acid tert-butyl ester